O=C1NC2=NC=CC=C2C12CC=1C(=NC=C(C1)C(=O)O)C2 2-oxo-spiro[1H-pyrrolo[2,3-b]pyridine-3,6'-5,7-dihydro-cyclopenta[b]pyridine]-3'-carboxylic acid